COC1=NC=NC(=C1C1=NC=C2C(=N1)N(N=C2)CC2=CC=C(C=C2)C=2N(C=C(N2)C(F)(F)F)C)C2(CC2)C 6-(4-methoxy-6-(1-methylcyclopropyl)pyrimidin-5-yl)-1-(4-(1-methyl-4-(trifluoromethyl)-1H-imidazol-2-yl)benzyl)-1H-pyrazolo[3,4-d]pyrimidine